(S)-(5-(6-methylpyridin-2-yl)-1,3,4-oxadiazol-2-yl)(4-(pyrazolo[1,5-a]pyridin-2-yl)-6,7-dihydro-1H-imidazo[4,5-c]pyridin-5(4H)-yl)methanone CC1=CC=CC(=N1)C1=NN=C(O1)C(=O)N1[C@@H](C2=C(CC1)NC=N2)C2=NN1C(C=CC=C1)=C2